C(CCCCCCCCCCCCCCC(C)C)OC(CCCCCCCCCCC)=O Isostearyllaurat